N-(6-chloropyridin-3-yl)-6-(cyclopropylmethoxy)-5-fluoroisoquinolin-1-amine ClC1=CC=C(C=N1)NC1=NC=CC2=C(C(=CC=C12)OCC1CC1)F